FC1=C(O[C@H]2C=3N(CCC2)N=C(N3)NC3[C@H]2CN(C[C@@H]3CC2)C2=CN=NC(=C2)OC)C=CC(=C1)F (R)-8-(2,4-difluorophenoxy)-N-((1R,5s,8s)-3-(6-methoxypyridazin-4-yl)-3-azabicyclo[3.2.1]oct-8-yl)-5,6,7,8-tetrahydro-[1,2,4]triazolo[1,5-a]pyridin-2-amine